Ethyl (2-cyano-2-(2-(3,5-dichloro-4-((3-(cyclopropylmethyl)-1-tosyl-1H-indol-5-yl)oxy)phenyl)hydrazineylidene)acetyl)carbamate C(#N)C(C(=O)NC(OCC)=O)=NNC1=CC(=C(C(=C1)Cl)OC=1C=C2C(=CN(C2=CC1)S(=O)(=O)C1=CC=C(C)C=C1)CC1CC1)Cl